2-((4-(4-chlorophenyl)-6-(pyridin-3-yl)pyrimidin-2-yl)amino)-2-methylpropan-1-ol ClC1=CC=C(C=C1)C1=NC(=NC(=C1)C=1C=NC=CC1)NC(CO)(C)C